NCCNCCCC[Si](OCC)(C)C N-(β-aminoethyl)-γ-aminopropyl-trimethyl-(ethyl)oxysilane